CC1=CC(=CC(=C1)C(=O)[O-])C The molecule is a dimethylbenzoate in which the two methyl groups are located at positions 3 and 5. It derives from a benzoate. It is a conjugate base of a 3,5-dimethylbenzoic acid.